C(C)(C)C1=C(C(=CC=C1)C(C)C)N1C(N(C=C1)C1=C(C=CC=C1C(C)C)C(C)C)=[Pd-]C1=NC=CC=C1Cl (1,3-bis(2,6-diisopropylphenyl)imidazolylidene)(3-chloropyridinyl)palladium (II)